C1(CCCCC1)NC(=O)NC1CCCCC1 N,N'-dicyclohexyl-urea